FC1=C(C=C(C(=C1C)O)C)C1=CC=CC=C1 fluoro-3,5-dimethyl-[1,1'-biphenyl]-4-ol